COC1=CC=C(CC=2N(C3=C(C(N(C=4C=C(C=CC34)C)C=3C(=NC=CC3)C)=O)N2)C)C=C1 2-(4-methoxybenzyl)-1,7-dimethyl-5-(2-methylpyridin-3-yl)-1,5-dihydro-4H-imidazo[4,5-c]quinolin-4-one